O1CCN(CC1)CCNC1=C(C=C(N)C=C1)C(F)(F)F 4-((2-morpholinoethyl)amino)-3-(trifluoromethyl)aniline